2-Chlorostyren ClC1=C(C=C)C=CC=C1